5-chloro-2-(6-fluoro-1-methyl-5-morpholino-imidazo[4,5-b]pyridin-2-yl)-3-methyl-phenol ClC=1C=C(C(=C(C1)O)C=1N(C=2C(=NC(=C(C2)F)N2CCOCC2)N1)C)C